iodine [3-(trifluoromethyl)-1-bicyclo[1.1.1]pentyl]zinc methyl-cyanoacetate COC(CC#N)=O.FC(C12CC(C1)(C2)[Zn])(F)F.[I]